FC1=CC=C(CC=2C=3N(C4=C(C2)N(CC4(C)C)C(CN4[C@H](CN[C@@H](C4)C)CN4[C@@H](COCC4)C)=O)N=NC3)C=C1 1-(4-(4-fluorobenzyl)-8,8-dimethyl-7,8-dihydro-6H-pyrrolo[2,3-e][1,2,3]triazolo[1,5-a]pyridin-6-yl)-2-((2R,5R)-5-methyl-2-(((R)-3-methylmorpholino)methyl)piperazin-1-yl)ethan-1-one